C(C1=CC=CC=C1)N1C(C(CCC1=O)N1C(C2=CC=CC(=C2C1)C#CCCCCCOC1=CC2=C(N(C=N2)C2=CC=C(C=C2)NC(=O)NC=2NN=C(C2)C(C)(C)C)C=C1)=O)=O 1-[4-(5-{7-[2-(1-benzyl-2,6-dioxopiperidin-3-yl)-1-oxo-2,3-dihydro-1H-isoindol-4-yl]-hept-6-ynyloxy}-benzimidazol-1-yl)-phenyl]-3-(5-tert-butyl-2H-pyrazol-3-yl)-urea